C(C)(C)(C)C=1C=CC=2N(C3=CC=C(C=C3C2C1)C(C)(C)C)C1=CC(=CC=C1O)C(CC(C)(C)C)(C)C 6-(3,6-di-tert-butylcarbazol-9-yl)-4-(1,1,3,3-tetramethylbutyl)phenol